CC(C(N)C)N 1,2-dimethylethylendiamine